1-(4-dodecyl-phenyl)-2-hydroxy-2-methylpropan-1-one C(CCCCCCCCCCC)C1=CC=C(C=C1)C(C(C)(C)O)=O